NCCOCCOCCNC(COC1=CC(=NC(=C1)CN(CC1=CC=CC(=N1)C(=O)O)CC1=CC=CC(=N1)C(=O)O)CN(CC1=CC=CC(=N1)C(=O)O)CC1=CC=CC(=N1)C(=O)O)=O 6,6',6'',6'''-((((4-(2-((2-(2-(2-aminoethoxy)ethoxy)ethyl)amino)-2-oxoethoxy)pyridine-2,6-diyl)bis(methylene))bis(azanetriyl))tetrakis(methylene))tetrapicolinic acid